CC1=CC=C(C=C1)C1=C(CC(O1)CSC)S(=O)(=O)C1=CC=C(C=C1)C 5-(4-methylphenyl)-2-((methylthio)methyl)-4-(4-methylphenyl)sulfonyl-2,3-dihydrofuran